O1COC2=C1C=CC(=C2)C[C@H]2O[C@H]([C@H]1[C@@]2(OC(O1)(C)C)C)N1C=CC2=C1N=CN=C2 7-((3aR,4R,6R,6aR)-6-(benzo[d][1,3]dioxol-5-ylmethyl)-2,2,6a-trimethyltetrahydrofuro[3,4-d][1,3]dioxol-4-yl)-7H-pyrrolo[2,3-d]pyrimidine